1-((3-methoxybicyclo[1.1.1]pentan-1-yl)methyl)-3-methyl-N-(7-methyl-[1,2,4]triazolo[1,5-a]pyridin-6-yl)-1H-pyrazolo[3,4-d]pyrimidin-6-amine COC12CC(C1)(C2)CN2N=C(C=1C2=NC(=NC1)NC=1C(=CC=2N(C1)N=CN2)C)C